(6-chloro-4-cyanopyridin-2-yl)piperazine-1-carboxylic acid tert-butyl ester C(C)(C)(C)OC(=O)N1C(CNCC1)C1=NC(=CC(=C1)C#N)Cl